Pyrazolo[1,5-a]pyrimidine-3-carboxylic acid (4-(5-chloro-2-difluoromethoxy-phenyl)-2-{4-[(2-cyano-ethyl)-methyl-amino]-piperidin-1-yl}-thiazol-5-yl)-amide ClC=1C=CC(=C(C1)C=1N=C(SC1NC(=O)C=1C=NN2C1N=CC=C2)N2CCC(CC2)N(C)CCC#N)OC(F)F